6-((2-methoxy-4-(methylsulfonyl)phenyl)amino)-4-((2-(methylsulfonyl)ethyl)amino)-1H-pyrrolo[2,3-b]pyridine-3-carbonitrile COC1=C(C=CC(=C1)S(=O)(=O)C)NC1=CC(=C2C(=N1)NC=C2C#N)NCCS(=O)(=O)C